5-chloro-N1,2-dimethyl-N1-(6-(trifluoromethyl)pyridin-2-yl)benzene-1,3-diamine ClC=1C=C(C(=C(C1)N(C1=NC(=CC=C1)C(F)(F)F)C)C)N